1-(1,2-dimethylpropyl)-N,5-dimethyl-N-pyridazin-4-yl-pyrazole-4-carboxamide CC(C(C)C)N1N=CC(=C1C)C(=O)N(C1=CN=NC=C1)C